COC1=C(C=CC(=C1)[N+](=O)[O-])[N+]2=NC(=NN2C3=CC=C(C=C3)[N+](=O)[O-])C4=C(C=C(C=C4)S(=O)(=O)O)S(=O)(=O)O.[Na] 2-(2-Methoxy-4-nitrophenyl)-3-(4-nitrophenyl)-5-(2,4-disulfophenyl)-2H-tetrazolium monosodium salt